C(C1CO1)OP(=O)(CCCC)CC ethylbutylphosphinic glycidyl ester